N-[(6-Amino-2-pyridyl)sulfonyl]-5-(3-fluoro-5-isobutoxyphenyl)-3-(2,4,6-trimethylphenoxy)pyridin-2-carboxamid NC1=CC=CC(=N1)S(=O)(=O)NC(=O)C1=NC=C(C=C1OC1=C(C=C(C=C1C)C)C)C1=CC(=CC(=C1)OCC(C)C)F